NC1=NC=2C=CC(=CC2C2=C1C=NN2C)C(=O)N([C@@H]2CCC1=NC(=CC=C12)C)C 4-amino-N,1-dimethyl-N-((5R)-2-methyl-6,7-dihydro-5H-cyclopenta[b]pyridin-5-yl)-1H-pyrazolo[4,3-c]quinoline-8-carboxamide